3-cyano-2-hydroxy-6,7-dihydro-5H-cyclopenta[b]pyridine-4-carboxylic acid ethyl ester C(C)OC(=O)C1=C2C(=NC(=C1C#N)O)CCC2